1-(4-((7-(benzyloxy)-6-methoxyquinazolin-4-yl)oxy)-2-chlorophenyl)-3-(3-(trifluoromethyl)phenyl)urea C(C1=CC=CC=C1)OC1=C(C=C2C(=NC=NC2=C1)OC1=CC(=C(C=C1)NC(=O)NC1=CC(=CC=C1)C(F)(F)F)Cl)OC